FC1=C(C=CC=2NC(=NC21)CN)F (4,5-difluoro-1H-benzimidazol-2-yl)methanamine